2-[(3-pyridinyl)methylene]quinuclidin-3-one N1=CC(=CC=C1)C=C1N2CCC(C1=O)CC2